O=C([C@H](O)[C@H](O)[C@@H](O)[C@H](O)CO)O Ketogulonic acid